N4-(3-(isopropyl-sulfonyl)-1-methyl-1H-pyrazol-4-yl)-pyrimidin-2,4-diamine C(C)(C)S(=O)(=O)C1=NN(C=C1NC1=NC(=NC=C1)N)C